2-(4-(3-amino-1H-pyrazolo[3,4-b]pyridin-5-yl)benzylamino)-N-(thiazol-4-ylmethyl)-5-(trifluoromethyl)nicotinamide NC1=NNC2=NC=C(C=C21)C2=CC=C(CNC1=C(C(=O)NCC=3N=CSC3)C=C(C=N1)C(F)(F)F)C=C2